CN(C=1C=C(\C=C/2\CN(C(=N2)CCC#N)C)C=CC1)C (Z)-5-(3-dimethylaminobenzylidene)-2-(2-cyanoethyl)-3-methylimidazole